FC1(C(CN(C1)C)NC(=O)C=1N(N=C2C=CC(=CC12)OCC1=C(N=CS1)C)C)F N-(4,4-difluoro-1-methylpyrrolidin-3-yl)-2-methyl-5-[(4-methyl-1,3-thiazol-5-yl)methoxy]-2H-indazole-3-carboxamide